CC1=CN=C(O1)[Sn](CCCC)(CCCC)CCCC 5-methyl-2-(tributylstannanyl)oxazole